C1(CC1)C=1N(C2=C(C=NC(=C2C2=CC=CC=C2)C)N1)CC1=CC=C(C=N1)S(=O)(=O)N 6-((2-cyclopropyl-6-methyl-7-phenyl-1H-imidazo[4,5-c]pyridin-1-yl)methyl)pyridine-3-sulfonamide